(1S,2S)-N-(6-(5-chloro-6-fluoro-7-(3-hydroxypyrrolidin-1-yl)-1H-indazol-4-yl)imidazo[1,2-a]pyrazin-2-yl)-2-fluorocyclopropane-1-carboxamide ClC=1C(=C2C=NNC2=C(C1F)N1CC(CC1)O)C=1N=CC=2N(C1)C=C(N2)NC(=O)[C@H]2[C@H](C2)F